2-amino-5-1-[4-cyano-6-methyl-2-(morpholin-4-yl)quinolin-8-yl]ethylbenzoic acid NC1=C(C(=O)O)C=C(C=C1)C(C)C=1C=C(C=C2C(=CC(=NC12)N1CCOCC1)C#N)C